N-(3-(5-oxo-2,3,4,5-tetrahydrobenzo[f][1,4]oxazepin-8-yl)-1H-pyrrolo[2,3-b]pyridin-6-yl)isonicotinamide O=C1NCCOC2=C1C=CC(=C2)C2=CNC1=NC(=CC=C12)NC(C1=CC=NC=C1)=O